barium cerium yttrium [Y].[Ce].[Ba]